C(C(CCCCCCCC)O)O trans-1,2-decanediol